FC1(CCC(CC1)[C@@H](C(NC1=NC=CC(=C1)C(CC)NC(CCC(F)(F)F)=O)=O)NC(=O)C1=NON=C1CC)F N-((1S)-1-(4,4-difluorocyclohexyl)-2-oxo-2-((4-(1-(4,4,4-trifluorobutan-amido)propyl)pyridin-2-yl)amino)ethyl)-4-ethyl-1,2,5-oxadiazole-3-carboxamide